C(C)(C)(C)C=1OC(=CN1)C(=O)NC1=C(C=C(C(=C1)C1=CC=2N(C(=C1)N1CCOCC1)N=C(N2)CC)C)F 2-(tert-butyl)-N-(5-(2-ethyl-5-morpholinyl-[1,2,4]triazolo[1,5-a]pyridin-7-yl)-2-fluoro-4-methylphenyl)oxazole-5-carboxamide